[N+](=O)([O-])C=1C=C(C=CC1)N1CCN(CC1)CCO 2-(4-(3-nitrophenyl)piperazin-1-yl)ethan-1-ol